FC(C=1C=C2C(N(C(=NC2=C(C1)[C@H](C)NC1=C(C=C(C=C1)F)S(=O)(=O)C)N1CCOCC1)C)=O)F (S)-6-(difluoromethyl)-8-(1-((4-fluoro-2-(methylsulfonyl)phenyl)amino)ethyl)-3-methyl-2-morpholinoquinazolin-4(3H)-one